tert-Butyl 4-[2-[3-methyl-4-[(2-methylpyrazole-3-carbonyl)amino]phenyl]ethynyl]piperidine-1-carboxylate CC=1C=C(C=CC1NC(=O)C=1N(N=CC1)C)C#CC1CCN(CC1)C(=O)OC(C)(C)C